N,5-dimethyl-3-(trifluoromethyl)-6,7-dihydro-4H-2-benzothiophen-5-amine hydrochloride Cl.CNC1(CC=2C(=CSC2C(F)(F)F)CC1)C